(3R)-3-methyl-4-(7-(4-(methylsulfonyl)piperazin-1-yl)-3-(1-(tetrahydro-2H-pyran-2-yl)-1H-pyrazol-5-yl)pyrazolo[1,5-a]pyrimidin-5-yl)morpholine C[C@H]1N(CCOC1)C1=NC=2N(C(=C1)N1CCN(CC1)S(=O)(=O)C)N=CC2C2=CC=NN2C2OCCCC2